((2S,6R)-2,6-dimethylmorpholino)((1R,4R)-4-(4-((R)-3-((2,5,7-trimethyl-[1,2,4]triazolo[1,5-a]pyrimidin-6-yl)oxy)pyrrolidin-1-yl)phenyl)cyclohexyl)methanone C[C@@H]1O[C@@H](CN(C1)C(=O)C1CCC(CC1)C1=CC=C(C=C1)N1C[C@@H](CC1)OC=1C(=NC=2N(C1C)N=C(N2)C)C)C